C(N)(=O)C1=CC=C(C=C1)C=1C=NN2C1C=C(C=C2)C(=O)N(C)C=2C=CC(=C(C(=O)OCCN1CCOCC1)C2)Cl 2-Morpholinoethyl 5-(3-(4-carbamoylphenyl)-N-methylpyrazolo[1,5-a]pyridine-5-carboxamido)-2-chlorobenzoate